N-[(6-Amino-2-pyridyl)sulfonyl]-6-(3-ethoxy-4,5-dimethylphenyl)-2-[(4S)-2,2,4-trimethylpyrrolidin-1-yl]pyridin-3-carboxamid NC1=CC=CC(=N1)S(=O)(=O)NC(=O)C=1C(=NC(=CC1)C1=CC(=C(C(=C1)C)C)OCC)N1C(C[C@@H](C1)C)(C)C